OC12CCC(CC1)(CC2)NC(=O)C=2C1=C(N=C(N2)N2C=NC=C2)CCC1 N-{4-hydroxybicyclo[2.2.2]octan-1-yl}-2-(imidazol-1-yl)-5H,6H,7H-cyclopenta[d]pyrimidine-4-carboxamide